CC1(CN(C2=C(O1)C(=CC=C2)N2CCC(CC2)NC)C2C(NC(CC2)=O)=O)C 3-(2,2-dimethyl-8-(4-(methylamino)piperidin-1-yl)-2,3-dihydro-4H-benzo[b][1,4]oxazin-4-yl)piperidine-2,6-dione